COC(C=C)=O.C(=C)OC=C vinyl ether (methyl)acrylate